propenyl phosphite P(OC=CC)([O-])[O-]